bis[4-(4-maleimidophenoxy)phenyl]ether C1(C=CC(N1C1=CC=C(OC2=CC=C(C=C2)OC2=CC=C(C=C2)OC2=CC=C(C=C2)N2C(C=CC2=O)=O)C=C1)=O)=O